BrC=1C(=C2C(=NC1)NC(=N2)C2=C(N(C(=C2)C)C2=CC=C(C(=O)N(C)CCN(C)C)C=C2)C)N[C@@H]2CN(CC2)S(=O)(=O)CC (S)-4-(3-(6-bromo-7-((1-(ethyl-sulfonyl)pyrrolidine-3-yl)amino)-3H-imidazo[4,5-b]pyridine-2-yl)-2,5-dimethyl-1H-pyrrol-1-yl)-N-(2-(dimethylamino)ethyl)-N-methylbenzamide